2,2'-bis(2-hydroxyethoxy)-6,6'-di(phenanthrene-9-yl)-1,1'-binaphthalene OCCOC1=C(C2=CC=C(C=C2C=C1)C=1C2=CC=CC=C2C=2C=CC=CC2C1)C1=C(C=CC2=CC(=CC=C12)C=1C2=CC=CC=C2C=2C=CC=CC2C1)OCCO